1-(5-bromopyrimidin-2-yl)ethan-1-ol BrC=1C=NC(=NC1)C(C)O